F[C@]1(CN(CC[C@H]1O)C1=NC=CC(=N1)NC=1N=CC2=C(C=CC(=C2C1)[C@H](CO)C)N1[C@@H](CC1)C)C (3S,4R)-3-fluoro-1-(4-((5-((R)-1-hydroxypropan-2-yl)-8-((R)-2-methylazetidin-1-yl)isoquinolin-3-yl)amino)pyrimidin-2-yl)-3-methylpiperidin-4-ol